FC(C(=O)O)(F)F.FC(C(=O)O)(F)F.C(C)N(CC)CC1=CC(=CC=2NC(OC21)=O)NC2=NC(=NC=C2C)NC2=CC(=C(C(=C2)C)C)C 7-((diethylamino)methyl)-5-(2-(3,4,5-trimethylphenylamino)-5-methylpyrimidin-4-ylamino)benzo[d]oxazol-2(3H)-one ditrifluoroacetate salt